C12(C(CCC(C1(C)C)C2)C)Cl Pinyl chloride